CC1(CN(CCN1C1=C(C=NC=C1)/N=C/C=1C=C2N=CC=NC2=CC1)C(=O)OC(C)(C)C)C tert-Butyl (E)-3,3-dimethyl-4-(3-((quinoxalin-6-ylmethylene)amino)pyridin-4-yl)piperazine-1-carboxylate